6-fluoro-7-(2-fluoro-6-hydroxyphenyl)-1-(2-isopropyl-4-methylpyridin-3-yl)-4-(4-(2,2,2-trifluoroacetyl)piperidin-1-yl)pyrido[2,3-d]pyrimidin-2(1H)-one FC1=CC2=C(N(C(N=C2N2CCC(CC2)C(C(F)(F)F)=O)=O)C=2C(=NC=CC2C)C(C)C)N=C1C1=C(C=CC=C1O)F